C1CS1 epithioethane